C(C)OC(C(CC)N1C(=NC=2C1=NC=CC2)SCC2=CC=C(C=C2)F)=O 2-(2-((4-fluorobenzyl)thio)-3H-imidazo[4,5-b]pyridin-3-yl)butanoic acid ethyl ester